NC1CC12CN(CC2)CCC2=CC=C(C(=O)NC1=CC=C(C=C1)S(=O)(=O)N1CCN(CC1)C1=NC(=CC(=C1)C(F)(F)F)Cl)C=C2 4-[2-(2-Amino-5-azaspiro[2.4]heptan-5-yl)ethyl]-N-[4-[4-[6-chloro-4-(trifluoromethyl)-2-pyridyl]piperazin-1-yl]sulfonylphenyl]benzamide